1-[4-(3-{5-[(R)-(1,3-Dimethyl-azetidin-3-yl)-hydroxy-(4-isopropyl-phenyl)-methyl]-pyridin-3-yl}-[1,2,4]oxadiazol-5-yl)-4-hydroxy-piperidin-1-yl]-ethanone CN1CC(C1)(C)[C@@](C=1C=C(C=NC1)C1=NOC(=N1)C1(CCN(CC1)C(C)=O)O)(C1=CC=C(C=C1)C(C)C)O